N-[2-(benzyl-3-hydroxypiperidin-4-yl)ethyl]-1-[4-(trifluoromethoxy)phenyl]piperidine-4-carboxamide C(C1=CC=CC=C1)N1CC(C(CC1)CCNC(=O)C1CCN(CC1)C1=CC=C(C=C1)OC(F)(F)F)O